O(C)C1=C(C(=CC=C1)OC)C1=CC=CC=C1 2',6'-dimethoxylbiphenyl